ClC1=CC=C(C=C1)N1C(=NC=2N(C(N(C(C12)=O)C)=O)[C@H](C)C1=CC=C(C=N1)S(=O)(=O)N)C1=NC=CC=C1Cl 6-[(1R)-1-[7-(4-chlorophenyl)-8-(3-chloropyridin-2-yl)-1-methyl-2,6-dioxopurin-3-yl]ethyl]pyridine-3-sulfonamide